N1(C=NC=C1)[BH-](N1C=NC=C1)N1C=NC=C1.[Na+] sodium tris(1H-imidazol-1-yl)borohydride